N=1C=NN2C1C=C(C=C2)OC2=CC(=C(C=C2C)NC2=NC=NC1=CC(=C(C=C21)NC(/C=C/[C@@H]2N(CCC2)C(=O)OC(C)(C)C)=O)OC)OC tert-Butyl (R,E)-2-(3-((4-((4-([1,2,4]triazolo[1,5-a]pyridin-7-yloxy)-2-methoxy-5-methylphenyl)amino)-7-methoxyquinazolin-6-yl)amino)-3-oxoprop-1-en-1-yl)pyrrolidine-1-carboxylate